C(C)OC1=C(C(=NN1CC1(CCNCC1)O)C1=CC(=C(C#N)C=C1)F)C=1C=C2C=NN(C2=CC1)C 4-(5-ethoxy-1-((4-hydroxypiperidin-4-yl)methyl)-4-(1-methyl-1H-indazol-5-yl)-1H-pyrazol-3-yl)-2-fluorobenzonitrile